CN[C@@H](C)C=1N=C(SC1)C(=O)C1=CNC2=NC=CC=C21 (4-((S)-1-(methylamino)ethyl)thiazol-2-yl)(1H-pyrrolo[2,3-b]pyridin-3-yl)methanone